FC1=C(C=CC=C1O)CC=1C(OC2=CC(=CC=C2C1C)OC1=NC=CC=C1F)=O 3-[(2-fluoro-3-hydroxy-phenyl)methyl]-7-[(3-fluoro-2-pyridyl)oxy]-4-methyl-chromen-2-one